C(C)(=O)O.C(CCCCCCCC)N1CCCC1 N-nonylpyrrolidine acetate